1-(4-(4-AMINO-7-(2-HYDROXY-2-METHYLPROPYL)-7H-PYRROLO[2,3-D]PYRIMIDIN-5-YL)-2-FLUOROPHENYL)-3-(5-(1-(TRIFLUOROMETHYL)CYCLOPROPYL)ISOXAZOL-3-YL)UREA NC=1C2=C(N=CN1)N(C=C2C2=CC(=C(C=C2)NC(=O)NC2=NOC(=C2)C2(CC2)C(F)(F)F)F)CC(C)(C)O